3-(2-(6-Hydroxy-1H-indol-3-yl)thiazol-4-yl)-2-methyl-1H-indol-5-ol OC1=CC=C2C(=CNC2=C1)C=1SC=C(N1)C1=C(NC2=CC=C(C=C12)O)C